(1s,4s)-4-((2-((2-(1-(Cyclopropylsulfonyl)-1H-pyrazol-4-yl)pyrimidin-4-yl)amino)-5-((5-(morpholinomethyl)pyridin-2-yl)ethynyl)pyridin-4-yl)amino)cyclohexan-1-ol C1(CC1)S(=O)(=O)N1N=CC(=C1)C1=NC=CC(=N1)NC1=NC=C(C(=C1)NC1CCC(CC1)O)C#CC1=NC=C(C=C1)CN1CCOCC1